O=C1NC(CCC1N1C(C2=CC=CC(=C2C1=O)N1CCC2(CCN(CC2)C(=O)OC(C)(C)C)CC1)=O)=O Tert-butyl 9-[2-(2,6-dioxo-3-piperidyl)-1,3-dioxo-isoindolin-4-yl]-3,9-diazaspiro[5.5]undecane-3-carboxylate